3-(5-(difluoromethyl)-1,3,4-thiadiazol-2-yl)-8-(4-(2-hydroxypropan-2-yl)piperidin-1-yl)-N-(1-methylcyclopropyl)imidazo[1,5-a]pyridine-6-sulfonamide formate C(=O)O.FC(C1=NN=C(S1)C1=NC=C2N1C=C(C=C2N2CCC(CC2)C(C)(C)O)S(=O)(=O)NC2(CC2)C)F